C(C)OC(=O)C=1C=NN2C1C(=C(C=C2)NC(=O)OC(C)(C)C)C.C(C)(=O)N(C2=C(C=C(C=C2)C2=CC=C(C=N2)C(=O)NCC=2C=NC=CC2)C)CC(F)F 6-[4-[acetyl-(2,2-difluoroethyl)amino]-3-methyl-phenyl]-N-(3-pyridylmethyl)pyridine-3-carboxamide ethyl-5-((tert-butoxycarbonyl)amino)-4-methylpyrazolo[1,5-a]pyridine-3-carboxylate